3-[[6-chloro-5-(trifluoromethyl)pyridazin-3-yl]amino]piperidine-1-carboxylic acid tert-butyl ester C(C)(C)(C)OC(=O)N1CC(CCC1)NC=1N=NC(=C(C1)C(F)(F)F)Cl